N-[4-Amino-1-(2-trimethylsilylethoxymethyl)pyrazolo[4,3-c]pyridin-7-yl]-2-oxo-2-[(2R,5S)-5-methyl-2-[2-(1-methyl-4-piperidyl)-7-quinolyl]-1-piperidyl]acetamide NC1=NC=C(C2=C1C=NN2COCC[Si](C)(C)C)NC(C(N2[C@H](CC[C@@H](C2)C)C2=CC=C1C=CC(=NC1=C2)C2CCN(CC2)C)=O)=O